C(CCC)[C@H]1N(S(C2=C(N(C1)C1=CC=CC=C1)C=C1OC(C3=C(C1=C2)C=C(C=C3)C(=O)O)(C)C)(=O)=O)C (R)-10-butyl-5,5,11-trimethyl-8-phenyl-8,9,10,11-tetrahydro-5H-benzo[3,4]chromeno[7,6-f][1,2,5]thiadiazepine-2-carboxylic acid 12,12-dioxide